C(C1=CC=CC=C1)OC1=C(C=C(C=C1)C=CC(=O)NC1=C(C(=O)N)C=CC=C1)OC 2-({3-[4-(benzyloxy)-3-methoxyphenyl]acryloyl}amino)benzamide